ClC1=C2C=C(NC2=CC=C1)C(=O)N1CCN(CC1)C(C)=O 1-[4-[(4-chloro-1H-indol-2-yl)carbonyl]-1-piperazinyl]ethanone